(35CE)-Amphetamine-d5 N(C(C([2H])[2H])(CC1=CC=CC=C1)[2H])([2H])[2H]